N-(2-(4,4-difluorocyclohexyl)-4-(2,5-difluorophenyl)pyridin-3-yl)-2-isopropylisonicotinamide FC1(CCC(CC1)C1=NC=CC(=C1NC(C1=CC(=NC=C1)C(C)C)=O)C1=C(C=CC(=C1)F)F)F